N1N=CC2=CC(=CC=C12)NC=1N=CC2=C(N1)N(C(C=C2C)=O)NC2CNCC2 2-((1H-indazol-5-yl)amino)-5-methyl-8-(pyrrolidin-3-ylamino)pyrido[2,3-d]pyrimidin-7(8H)-one